3-(4-pyridyl)acrylic acid N1=CC=C(C=C1)C=CC(=O)O